3-{2,4-dichloro-5-fluoro-7H-pyrrolo[2,3-d]pyrimidin-7-yl}-4,4-dimethylvaleric acid ethyl ester C(C)OC(CC(C(C)(C)C)N1C=C(C2=C1N=C(N=C2Cl)Cl)F)=O